N-[(6-Amino-2-pyridyl)sulfonyl]-2-[(2R,5S)-2,5-dimethylpyrrolidin-1-yl]-6-(6-isopropoxy-2-methyl-3-pyridyl)pyridin-3-carboxamid NC1=CC=CC(=N1)S(=O)(=O)NC(=O)C=1C(=NC(=CC1)C=1C(=NC(=CC1)OC(C)C)C)N1[C@@H](CC[C@@H]1C)C